3-(6-Methoxy-2-methylpyridin-3-yl)-1-(2-methyl-4-(trifluoromethoxy)phenyl)-6-(trifluoromethyl)-2,3-dihydropyrido[2,3-d]pyrimidin-4(1H)-one COC1=CC=C(C(=N1)C)N1CN(C2=C(C1=O)C=C(C=N2)C(F)(F)F)C2=C(C=C(C=C2)OC(F)(F)F)C